2,2,6,6-tetramethyl-piperidinol methacrylate C(C(=C)C)(=O)O.CC1(N(C(CCC1)(C)C)O)C